butenate C(C=CC)(=O)[O-]